FC(C1=NC(=NO1)C1=CC=C(C=C1)C(CO)O)(F)F 1-(4-(5-(trifluoromethyl)-1,2,4-oxadiazol-3-yl)phenyl)ethane-1,2-diol